(R)-N-(((1s,2s)-2-cyanocyclopropyl)(phenyl)methylene)-2-methylpropane-2-sulfinamide C(#N)[C@@H]1[C@H](C1)C(=N[S@](=O)C(C)(C)C)C1=CC=CC=C1